FC(C1=CC=2N(C=C1)C(=CN2)C2=C1CNC(C1=C(C=C2)NC2=NC=C(C=C2)[C@]2(COCC2)O)=O)F (R)-4-(7-(difluoromethyl)-imidazo[1,2-a]pyridin-3-yl)-7-((5-(3-hydroxytetra-hydrofuran-3-yl)pyridin-2-yl)amino)isoindolin-1-one